Tert-butyl-((7R)-2-(2-(1-(cyclopropylmethyl)-6-(3-oxoisoindolin-5-yl)-1H-indol-2-yl)-3-methylbenzofuran-6-carbonyl)-2-azabicyclo[2.2.1]hept-7-yl) carbamate C(N)(O[C@H]1C2(N(CC1CC2)C(=O)C2=CC1=C(C(=C(O1)C=1N(C3=CC(=CC=C3C1)C=1C=C3C(NCC3=CC1)=O)CC1CC1)C)C=C2)C(C)(C)C)=O